N1=C(C=CC=C1)CNCC1=NC=CC=C1 di-picolylamine